FC(C=1C(=NN(C1)C(=O)N1CCN(CC1)CC1=CC(=CC=C1)OC1=NC=CC(=C1)C(F)(F)F)C(=O)O)(F)F 4-(trifluoromethyl)-1-(4-(3-((4-(trifluoromethyl)pyridin-2-yl)oxy)benzyl)piperazine-1-carbonyl)-1H-pyrazole-3-carboxylic acid